OC1=C(N=C(C2=CC(=CC=C12)OC1=CC=CC=C1)C)C(=O)NCC(=O)OCC Ethyl (4-hydroxy-1-methyl-7-phenoxyisoquinoline-3-carbonyl)glycinate